[Si](C)(C)(C(C)(C)C)OC=1C=C2C(=NN(C2=CC1)C1OCCCC1)C=1C=NN(C1)[C@@H](COCCO[C@H](CO)C)C (2S)-2-[2-[(2R)-2-[4-[5-[tert-butyl(dimethyl)silyl]oxy-1-tetrahydropyran-2-yl-indazol-3-yl]pyrazol-1-yl]propoxy]ethoxy]propan-1-ol